N4-[1-[1-(difluoromethyl)pyrazol-3-yl]-1-methyl-ethyl]-6-imidazo[1,5-a]pyridin-6-yl-N4-methyl-1,3,5-triazine-2,4-diamine FC(N1N=C(C=C1)C(C)(C)N(C1=NC(=NC(=N1)C=1C=CC=2N(C1)C=NC2)N)C)F